benzyl 4-(2-(tert-butoxycarbonylamino)ethyl)-4-methoxypiperidine-1-carboxylate C(C)(C)(C)OC(=O)NCCC1(CCN(CC1)C(=O)OCC1=CC=CC=C1)OC